(Sa)-6-(1-((6-Bromonaphthalin-2-yl)methyl)-4-fluoro-1H-indol-7-carboxamido)spiro[3.3]-heptan BrC=1C=C2C=CC(=CC2=CC1)CN1C=CC2=C(C=CC(=C12)C(=O)NC1CC2(CCC2)C1)F